4-amino-N-(cyclopropylmethyl)-N-((5-(trifluoromethyl)-2-pyridinyl)methyl)-1,3-dihydrofuro[3,4-c]quinoline-8-carboxamide NC1=NC=2C=CC(=CC2C2=C1COC2)C(=O)N(CC2=NC=C(C=C2)C(F)(F)F)CC2CC2